5-[[4-[(2,3-dimethyl-2H-indazol-6-yl)methylamino]-2-pyrimidinyl]amino]-2-methylbenzenesulfonamide monohydrochloride Cl.CN1N=C2C=C(C=CC2=C1C)CNC1=NC(=NC=C1)NC=1C=CC(=C(C1)S(=O)(=O)N)C